Cl.N[C@@H](CO)C1CC1 (R)-2-amino-2-cyclopropyl-ethanol hydrochloride